S(N)(=O)(=O)NC1CCC(CC1)NC=1C(=NON1)C1=NOC(N1C1=CC(=C(C=C1)F)Br)=O 3-(4-((4-(sulfamylamino)cyclohexyl)amino)-1,2,5-oxadiazol-3-yl)-4-(3-bromo-4-fluorophenyl)-1,2,4-oxadiazol-5(4H)-one